tetra-n-propyl-piperidine C(CC)C1C(N(CCC1)CCC)(CCC)CCC